FC(CCC(C)O)(F)F trifluoropropyl-ethanol